ClC=1C=C(C=CC1Cl)NCC 3,4-dichlorophenyl-ethylamine